C(CCCCCCCCCCC)(=O)[O-].C(CCCCCCCCCCC)(=O)[O-].[Sn+2] Stannous dilaurate